ClC=1C=C2C(=C3C1NC(NC31CCCCC1)=O)OC(=N2)CNC2CCC(CC2)(F)F 5-chloro-2-{[(4,4-difluorocyclohexyl)amino]methyl}-7,8-dihydro-6H-spiro[[1,3]oxazolo[5,4-f]quinazoline-9,1'-cyclohexan]-7-one